4-((2-(4-(((5-(trifluoromethyl)-1H-indol-2-yl)methyl)amino)butoxy)ethyl)amino)-1H-indazole-6-carbonitrile FC(C=1C=C2C=C(NC2=CC1)CNCCCCOCCNC1=C2C=NNC2=CC(=C1)C#N)(F)F